Di-sec-butoxy-bis(1-ethyl-3-methyl-2,3-dihydro-1H-imidazol-2-yl)manganese C(C)(CC)O[Mn](C1N(C=CN1C)CC)(C1N(C=CN1C)CC)OC(C)CC